5-{[2-(5-chloropyridin-2-yl)imidazo[1,2-a]pyridin-3-yl]methyl}-2,5-diazabicyclo[2.2.2]octane-2-carboxylic acid tert-butyl ester C(C)(C)(C)OC(=O)N1C2CN(C(C1)CC2)CC2=C(N=C1N2C=CC=C1)C1=NC=C(C=C1)Cl